CC1=CC2=C(N(C=N2)C2=CC=C(N)C=C2)C=C1 4-(5-methyl-benzimidazol-1-yl)-aniline